FC1=CC=2N(C=C1)C(=CN2)C2=C1CNC(C1=C(C=C2)NC2=NC(=C(C=C2)C2COCC2)CO)=O 4-(7-fluoro-imidazo[1,2-a]pyridin-3-yl)-7-((6-(hydroxy-methyl)-5-(tetrahydrofuran-3-yl)pyridin-2-yl)amino)isoindolin-1-one